N[C@H]1CN(CCC1)C(=O)C1=CC2=C(N(C(=N2)C2=CC3=C(N2CC(F)(F)F)SC=C3)C)C(=C1)OC (R)-(3-aminopiperidin-1-yl)(7-methoxy-1-methyl-2-(6-(2,2,2-trifluoroethyl)-6H-thieno[2,3-b]pyrrol-5-yl)-1H-benzo[d]imidazol-5-yl)methanone